C(#N)CC1(CCC(CC1)NCC1=CC(=CC=C1)C#N)N1N=C(C(=C1)C(=O)N)NC(=O)C1CC1 1-[1-(cyanomethyl)-4-[(3-cyanophenyl)methylamino]cyclohexyl]-3-(cyclopropanecarbonylamino)pyrazole-4-carboxamide